FC=1C(=NC=C(C1)F)C1CN(CC1)C(=O)C=1C(=NC(=C(C1O)C1=C(C=CC=C1OC)OC)COCC)O 3-[3-(3,5-difluoropyridin-2-yl)pyrrolidine-1-carbonyl]-5-(2,6-dimethoxyphenyl)-6-(ethoxymethyl)pyridine-2,4-diol